CNCCC1=CNC2=CC=CC(=C12)ON O-[3-[2-(methylamino)ethyl]-1H-indol-4-yl]hydroxylamine